1-Ethyl-3,3,5,7-tetramethyloctahydrobenzo[c]isoxazol C(C)N1OC(C2C1C(CC(C2)C)C)(C)C